4-[7-(hydroxymeth-yl)imidazo[1,2-a]pyridin-3-yl]-7-[(5-morpholino-2-pyridyl)amino]isoindolin-1-one OCC1=CC=2N(C=C1)C(=CN2)C2=C1CNC(C1=C(C=C2)NC2=NC=C(C=C2)N2CCOCC2)=O